7-hydroxy-4-neopentyl-5-oxo-4,5-dihydropyrazolo[1,5-a]pyrimidine-6-carboxamide OC1=C(C(N(C=2N1N=CC2)CC(C)(C)C)=O)C(=O)N